5-(N-(4-chloro-2-((N-(furan-2-ylmethyl)thiophene-2-carboxamido)methyl)phenyl)-N-ethylsulfamoyl)-3-Methylbenzofuran-2-carboxylic acid ClC1=CC(=C(C=C1)N(S(=O)(=O)C=1C=CC2=C(C(=C(O2)C(=O)O)C)C1)CC)CN(C(=O)C=1SC=CC1)CC=1OC=CC1